triazine palladium [Pd].N1=NN=CC=C1